N-[1-[[2-chloro-5-[2-(1-piperidyl)-4-pyridyl]phenyl]methyl]-2-[4-(3-methylimidazol-4-yl)anilino]-2-oxo-ethyl]-2-methyl-pyrazole-3-carboxamide ClC1=C(C=C(C=C1)C1=CC(=NC=C1)N1CCCCC1)CC(C(=O)NC1=CC=C(C=C1)C=1N(C=NC1)C)NC(=O)C=1N(N=CC1)C